C(C)(C)(C)OC(=O)N1CCC(CC1)OCC#CC1=CC=CC=2N(C(N(C21)C)=O)C2C(NC(CC2)=O)=O 4-((3-(1-(2,6-dioxopiperidin-3-yl)-3-methyl-2-oxo-2,3-dihydro-1H-benzo[d]imidazol-4-yl)prop-2-yn-1-yl)oxy)piperidine-1-carboxylic acid tert-butyl ester